ethyl 3-methyl-2-(3-(((perfluorobutyl)sulfonyl)oxy)isoxazol-5-yl)butanoate CC(C(C(=O)OCC)C1=CC(=NO1)OS(=O)(=O)C(C(C(C(F)(F)F)(F)F)(F)F)(F)F)C